fluoroethyl α-allyloxymethylacrylate C(C=C)OCC(C(=O)OCCF)=C